FC=1C(=NC=CC1)CCN1CCC2(OC3(CC3)CN(C2)CC(C)C)CC1 8-(2-(3-Fluoropyridin-2-yl)ethyl)-12-isobutyl-4-oxa-8,12-diazadispiro[2.1.5.3]tridecan